(S)-6-chloro-N-(3,4-difluorophenyl)-5-(2-((1-(3-methyl-1,2,4-oxadiazol-5-yl)ethyl)amino)-2-oxoacetyl)-2,3-dihydro-1H-pyrrolizine-7-carboxamide ClC1=C(N2CCCC2=C1C(=O)NC1=CC(=C(C=C1)F)F)C(C(=O)N[C@@H](C)C1=NC(=NO1)C)=O